butyl 6-[(7S)-4-[5-(5-fluoro-2-methoxypyridin-4-yl)-1H-pyrazole-3-carbonyl]-4-azaspiro[2.5]octane-7-amido]-3-azabicyclo[3.1.0]hexane-3-carboxylate FC=1C(=CC(=NC1)OC)C1=CC(=NN1)C(=O)N1C2(CC2)C[C@H](CC1)C(=O)NC1C2CN(CC12)C(=O)OCCCC